N1=C(C=CC=C1)CN1CC(=CC=C1)C(=O)OC Methyl 1-(pyridin-2-ylmethyl)pyridine-3-carboxylate